FC(OC1=CC=C(C=C1)NC(NC1C[C@H]2CC[C@@H](C1)N2C(=O)OC(C)(C)C)=O)(F)F Tert-butyl (1R,3r,5S)-3-(3-(4-(trifluoromethoxy)phenyl)ureido)-8-azabicyclo[3.2.1]octane-8-carboxylate